FC=1C=C(CNCCCCOC2CN(C2)C2=NC3=C(C4=CN=CC=C24)C=CC(=C3)C(=O)N)C=CC1OC(F)(F)F 5-(3-(4-((3-fluoro-4-(trifluoromethoxy)benzyl)amino)butoxy)azetidin-1-yl)benzo[c][2,6]naphthyridine-8-carboxamide